(S)-6-(4-chlorophenyl)-N-(1-(methanesulfonamido)propan-2-yl)-2-(1-(methyl-d3)-1H-pyrazol-4-yl)-3-oxo-2,3-dihydropyridazine-4-carboxamide ClC1=CC=C(C=C1)C=1C=C(C(N(N1)C=1C=NN(C1)C([2H])([2H])[2H])=O)C(=O)N[C@H](CNS(=O)(=O)C)C